OC(COC1=C(C=CC(=C1)OCC=C(C)C)C(\C=C\C1=CC=C(C=C1)OCC=C(C)C)=O)O (E)-1-[2-(2,2-Dihydroxyethoxy)-4-(3-methylbut-2-enoxy)phenyl]-3-[4-(3-methylbut-2-enoxy)phenyl]prop-2-en-1-one